N-[4-Fluoro-5-[5-(2-fluorophenyl)-4H-1,2,4-triazol-3-yl]-2-methylphenyl]pyrazolo[1,5-a]pyridine-3-carboxamide FC1=CC(=C(C=C1C1=NN=C(N1)C1=C(C=CC=C1)F)NC(=O)C=1C=NN2C1C=CC=C2)C